C(C)(C)(C)OC(=O)N1CCN(CC1)C1=C2C=C(N=NC2=C(C=C1)C(=O)OC)OC methyl 5-[4-(tert-butoxycarbonyl)piperazin-1-yl]-3-methoxycinnoline-8-carboxylate